C(C)(=O)C1=NN(C2=C(C=C(C=C12)C=1C=NC(=NC1)C)C)CC(=O)N1[C@@H]2C[C@@]2(C[C@H]1C(=O)NC)C (1R,3S,5R)-2-(2-(3-acetyl-7-methyl-5-(2-methylpyrimidin-5-yl)-1H-indazol-1-yl)acetyl)-N,5-dimethyl-2-azabicyclo[3.1.0]hexane-3-carboxamide